C(CCCCCCCCCCCCC)(=O)CC(CN)C(CCCCCCCCCCCCC)=O 1,2-dimyristoyl-propan-3-amine